4-hydroxy-phenylacetylglutamic acid OC1=CC=C(C=C1)CC(=O)N[C@@H](CCC(=O)O)C(=O)O